(S)-2-(4,6-bis(trifluoromethyl)pyrimidin-2-yl)-6-chloro-1-(((R)-tetrahydro-2H-pyran-3-yl)methyl)-2,3,4,9-tetrahydro-1H-pyrido[3,4-b]indole FC(C1=NC(=NC(=C1)C(F)(F)F)N1[C@H](C=2NC3=CC=C(C=C3C2CC1)Cl)C[C@@H]1COCCC1)(F)F